N-(7-(4,4-difluoropiperidin-1-yl)-2-methylpyrazolo[3,4-c]pyridin-5-yl)-1,1-diphenylmethanamine FC1(CCN(CC1)C1=NC(=CC=2C1=NN(C2)C)NC(C2=CC=CC=C2)C2=CC=CC=C2)F